(1R,2R,3S,4R,5S)-1-(2-(2-Amino-3-(3-methyl-isoxazol-4-yl)quinolin-7-yl)ethyl)-4-(4-amino-7H-pyrrolo[2,3-d]pyrimidin-7-yl)bicyclo[3.1.0]hexane-2,3-diol NC1=NC2=CC(=CC=C2C=C1C=1C(=NOC1)C)CC[C@@]12[C@H]([C@H]([C@@H]([C@H]2C1)N1C=CC2=C1N=CN=C2N)O)O